naphthalenol C1=CC=C2C(=C1)C=CC=C2O